2-Methoxyethyl (5-(2-fluoro-5-((4-oxo-3,4-dihydrophthalazin-1-yl)methyl) phenyl)-1H-benzoimidazol-2-yl)carbamate FC1=C(C=C(C=C1)CC1=NNC(C2=CC=CC=C12)=O)C1=CC2=C(NC(=N2)NC(OCCOC)=O)C=C1